FC1=C(C(=CC(=C1)N1CCC2=C1N=CN=C2N2CCC(CC2)=O)F)C2C(NC(CC2)=O)=O 3-(2,6-difluoro-4-(4-(4-oxopiperidin-1-yl)-5,6-dihydro-7H-pyrrolo[2,3-d]pyrimidin-7-yl)phenyl)piperidine-2,6-dione